(1S,2S)-2-aminocyclohexane-1-carboxylic acid 3,5-dinitrobenzyl ester [N+](=O)([O-])C=1C=C(COC(=O)[C@@H]2[C@H](CCCC2)N)C=C(C1)[N+](=O)[O-]